FC1(CN(C1)S(=O)(=O)C1=CC=C(O1)C(=O)O[Li])F [5-(3,3-Difluoroazetidin-1-yl)sulfonylfuran-2-carbonyl]oxylithium